FC=1C=C(C=CC1)C1=CC(=CC=C1)[C@@H]1N(OCC1)C1=CC(=NC=N1)NC=1C(=CC(=C(C1)NC(C=C)=O)N1CCN(CC1)C)OC (R)-N-(5-((6-(3-(3'-fluoro-[1,1'-biphenyl]-3-yl)isoxazolidin-2-yl)pyrimidin-4-yl)amino)-4-methoxy-2-(4-methylpiperazin-1-yl)phenyl)-acrylamide